FC=1C=C(C=C(C1)F)[C@H](C)NC=1C=C2C(=NNC2=CC1)\C=C\C1=NC=CC=C1 (S,E)-N-(1-(3,5-difluorophenyl)ethyl)-3-(2-(pyridin-2-yl)vinyl)-1H-indazol-5-amine